C=C1C=CC=CC1=C 5,6-dimethylenecyclohex-1,3-diene